1-(2-(2-Aminoethoxy)-2-methylpropyl)-7-benzyl-2-(ethoxymethyl)-1H-imidazo[4,5-c]quinolin-4-amine NCCOC(CN1C(=NC=2C(=NC=3C=C(C=CC3C21)CC2=CC=CC=C2)N)COCC)(C)C